(4-((ethyl-((2s,3r,4r,5r)-2,3,4,5,6-pentahydroxyhexyl)amino)methyl)benzyl)carbamic acid tert-butyl ester C(C)(C)(C)OC(NCC1=CC=C(C=C1)CN(C[C@@H]([C@H]([C@@H]([C@@H](CO)O)O)O)O)CC)=O